(R)-6-((1-acryloyl-3-(2,3-dichloro-6-fluorophenyl)pyrrolidin-3-yl)amino)-8-fluoro-3-methylquinazolin-4(3H)-one C(C=C)(=O)N1C[C@@](CC1)(C1=C(C(=CC=C1F)Cl)Cl)NC=1C=C2C(N(C=NC2=C(C1)F)C)=O